tert-butyl-(diphenyl)silane C(C)(C)(C)[SiH](C1=CC=CC=C1)C1=CC=CC=C1